C(N)(OCC=CF)=O 3-fluoroallyl carbamate